C1(=CC=CC=C1)P(C(C1=C(C=C(C=C1C)C)C)=O)(C1=CC=CC=C1)=O diphenyl-(l-2,4,6-trimethylbenzoyl)phosphine oxide